7-methyl-cyanidin CC1(CC(=C2C=C(C(=[O+]C2=C1)C1=CC(O)=C(O)C=C1)O)O)O